FC1=C(C=CC=C1)[C@@H](N)C=1N(C=CN1)C |r| (rac)-(2-fluorophenyl)(1-methyl-1H-imidazol-2-yl)methanamine